4-((S)-6-(methoxymethyl)-2-oxo-3-(4-(trifluoromethyl)benzyl)tetrahydropyrimidin-1(2H)-yl)benzamide COC[C@@H]1CCN(C(N1C1=CC=C(C(=O)N)C=C1)=O)CC1=CC=C(C=C1)C(F)(F)F